C12(CC(C1)C2)CC(=O)NC2=C(C=C(C=C2C)N2CCOC1=C(C2)C=CC(=C1)F)C 2-(Bicyclo[1.1.1]pentan-1-yl)-N-(4-(8-fluoro-2,3-dihydrobenzo[f][1,4]oxazepin-4(5H)-yl)-2,6-dimethylphenyl)acetamide